5,5'-(1,4-phenylene)bis(hexahydro-4,7-methanoisobenzofuran-1,3-dione) C1(=CC=C(C=C1)C1C2C3C(OC(C3C(C1)C2)=O)=O)C2C1C3C(OC(C3C(C2)C1)=O)=O